N-{[2-fluoro-5-(trifluoromethoxy)phenyl](deutero)methyl}-2-methoxy-5-{2-propanamidoimidazo[1,2-b]pyridazin-6-yl}pyridine-3-carboxamide FC1=C(C=C(C=C1)OC(F)(F)F)C(NC(=O)C=1C(=NC=C(C1)C=1C=CC=2N(N1)C=C(N2)NC(CC)=O)OC)[2H]